C1(=CC=CC=C1)C=1NC(=NN1)C(=O)N[C@@H]1CN(CC1)C=1C=2N(C=CN1)C=CC2 5-phenyl-N-[(3S)-1-pyrrolo[1,2-a]pyrazin-1-ylpyrrolidin-3-yl]-4H-1,2,4-triazole-3-carboxamide